oxo-dispiro[cyclohexane-1,2'-pyrrolidine-3',3''-indoline] O=C1NC2=CC=CC=C2C12C1(NCC2)CCCCC1